C(C)(C)(C)N1[C@H]([C@@H](C[C@H]1CC#N)O[Si](C)(C)C(C)(C)C)C tert-butyl-(2S,3R,5R)-3-[(tert-butyldimethylsilyl)oxy]-5-(cyanomethyl)-2-methylpyrrolidine